(2R,3R,4S,5R)-5-fluoro-1-(2-hydroxyethyl)-2-(hydroxymethyl)piperidine-3,4-diol F[C@H]1[C@H]([C@@H]([C@H](N(C1)CCO)CO)O)O